5-(oxan-2-yloxy)pentan-1-amine Benzyl-N-[5-(oxan-2-yloxy)pentyl]carbamate C(C1=CC=CC=C1)OC(NCCCCCOC1OCCCC1)=O.O1C(CCCC1)OCCCCCN